C[C@@H]1O[C@@H](CN(C1)CCNC(=O)C1=NC=CN=C1)C N-(2-((2s,6r)-2,6-dimethylmorpholino)ethyl)pyrazine-2-carboxamide